FC(S(=O)(=O)OC=1CCN(CC1)[C@@H]1CN(CCC1)C(=O)OC(C)(C)C)(F)F tert-butyl (3S)-3-[4-(trifluoromethylsulfonyloxy)-3,6-dihydro-2H-pyridin-1-yl]piperidine-1-carboxylate